(R)-1-((6-((3-(2-((E)-2-chloro-4-(((R)-3-hydroxypyrrolidin-1-yl)methyl)-5-methylstyryl)-3-cyanopyridin-4-yl)-2-methylphenyl)carbamoyl)pyridin-3-yl)methyl)piperidine-2-carboxylic acid ClC1=C(/C=C/C2=NC=CC(=C2C#N)C=2C(=C(C=CC2)NC(=O)C2=CC=C(C=N2)CN2[C@H](CCCC2)C(=O)O)C)C=C(C(=C1)CN1C[C@@H](CC1)O)C